(3-(1-amino-1,3-dihydrospiro[indene-2,4'-piperidin]-1'-yl)-6-(2-(2-amino-3-chloropyridin-4-yl)prop-1-en-1-yl)pyrazin-2-yl)methanol NC1C2=CC=CC=C2CC12CCN(CC2)C=2C(=NC(=CN2)C=C(C)C2=C(C(=NC=C2)N)Cl)CO